methyl 5-oxo-4,5-dihydrothieno[3,2-c]isoquinoline-2-carboxylate O=C1NC2=C(C=3C=CC=CC13)SC(=C2)C(=O)OC